FC=1C=C(C=CC1F)C(/C=C(/C=O)\C)(CC=C(C)C)C (E)-4-(3,4-difluorophenyl)-2,4,7-trimethyloct-2,6-dienal